BrC1=NC=CC(=C1)OCCCOCCCNC(OC(C)(C)C)=O tert-butyl (3-(3-((2-bromopyridin-4-yl)oxy)propoxy)propyl)carbamate